N-(3-cyano-4-fluorophenyl)-2-(4,4-difluorocycloheptane-1-yl)-6-difluoromethylnicotinamide C(#N)C=1C=C(C=CC1F)NC(C1=C(N=C(C=C1)C(F)F)C1CCC(CCC1)(F)F)=O